C(C)OC(COC1=NC=CC(=C1)N1C2CNCC1CC2)OCC 8-[2-(2,2-diethoxyethoxy)-4-pyridyl]-3,8-diazabicyclo[3.2.1]octane